6-[7-(4,4-difluoropiperidine-1-carbonyl)-2-naphthyl]-2H-isoquinolin-1-one FC1(CCN(CC1)C(=O)C1=CC=C2C=CC(=CC2=C1)C=1C=C2C=CNC(C2=CC1)=O)F